1-(but-3-enyl)-2-oxocyclohexanecarboxylic acid ethyl ester C(C)OC(=O)C1(C(CCCC1)=O)CCC=C